CN1CCCC2=CC(=CC=C12)C(=O)NC1=CC2=C(C=N1)C=C(N2COCC[Si](C)(C)C)CN2[C@H](CCC2)C 1-methyl-N-(2-[[(2S)-2-methylpyrrolidin-1-yl]methyl]-1-[[2-(trimethylsilyl)ethoxy]methyl]pyrrolo[3,2-c]pyridin-6-yl)-3,4-dihydro-2H-quinoline-6-carboxamide